O=C1NC(CC[C@H]1N1CCC2=C(C=CC=C12)C1CCN(CC1)C(=O)OC(C)(C)C)=O tert-butyl 4-[1-[(3R)-2,6-dioxo-3-piperidyl]indolin-4-yl]piperidine-1-carboxylate